(S)-2-amino-3-(2,6-difluoro-4-hydroxyphenyl)propanoic acid N[C@H](C(=O)O)CC1=C(C=C(C=C1F)O)F